(S)-N-(5-((4-chlorobenzyl)oxy)-1,3,4-thiadiazol-2-yl)-2-(6-oxohexahydropyrrolo[1,2-a]pyrazin-2(1H)-yl)nicotinamide ClC1=CC=C(COC2=NN=C(S2)NC(C2=C(N=CC=C2)N2C[C@H]3N(CC2)C(CC3)=O)=O)C=C1